Methyl 2-((tert-butoxycarbonyl)amino)-7-((2',3',4'-trifluoro-[1,1'-biphenyl]-2-yl)oxy)-1,2,3,4-tetrahydronaphthalene-2-carboxylate C(C)(C)(C)OC(=O)NC1(CC2=CC(=CC=C2CC1)OC1=C(C=CC=C1)C1=C(C(=C(C=C1)F)F)F)C(=O)OC